CC1(C(NC2=CC=CC=C2C1=O)=O)C dimethylquinoline-2,4(1H,3H)-dione